C(C)(C)(C)OC(=O)N1CCN(CC1)C1=C(C=C(C(=O)O)C=C1)F 4-(4-(tert-butoxycarbonyl)piperazin-1-yl)-3-fluorobenzoic acid